N-(2-(2-(1H-tetrazol-5-yl)phenyl)-6-(benzyl(isobutyl)amino)pyridin-4-yl)-2-(4-isopropylphenyl)acetamide N1N=NN=C1C1=C(C=CC=C1)C1=NC(=CC(=C1)NC(CC1=CC=C(C=C1)C(C)C)=O)N(CC(C)C)CC1=CC=CC=C1